2-(4-bromo-3-fluorophenyl)-3-methoxy-N-methyl-N-(2,2,2-trifluoroethyl)propanamide BrC1=C(C=C(C=C1)C(C(=O)N(CC(F)(F)F)C)COC)F